N1=CC(=CC=C1)C(N1C[C@](CC1)(CO)CCC1=CC=C(C#N)C=C1)C=1C=NC=CC1 (S)-4-(2-(1-(di(pyridin-3-yl)methyl)-3-(hydroxymethyl)pyrrolidin-3-yl)ethyl)benzonitrile